FC[C@@H]1CNCCO1 (S)-2-(fluoromethyl)morpholine